FC1=C(OC=2N=CC(=NC2)NC(=O)C(C)N2CC(N(CC2)C(=O)C2=NC=[N+](C(=C2)OC)[O-])(C)C)C=CC(=C1)F 4-[4-(1-{[5-(2,4-difluorophenoxy)pyrazin-2-yl]carbamoyl}ethyl)-2,2-dimethylpiperazine-1-carbonyl]-6-methoxypyrimidin-1-ium-1-olate